C(C)(C)N(C(=O)N[C@H](CC)CCC(F)(F)F)[C@H](C)C1=CC(=CC=C1)C=1N=C(C=2N(C1)C=CN2)OC 1-isopropyl-1-((R)-1-(3-(8-methoxyimidazo[1,2-a]pyrazin-6-yl)phenyl)ethyl)-3-((R)-6,6,6-trifluorohexan-3-yl)urea